ClC=1C=C2C=CNC2=CC1C(=O)N1[C@H]2CC=3C(=NN(C3C3=CC=CC=C3)C)[C@@H]1CCC2 |r| racemic-(5-Chloro-1H-indol-6-yl)((5R,9S)-2-methyl-3-phenyl-4,5,6,7,8,9-hexahydro-2H-5,9-epiminocycloocta[c]pyrazol-10-yl)methanone